C(C)(=O)N1CCC(CC1)C1=NN(C2=CC=CC=C12)CC(=O)O [3-(1-acetylpiperidin-4-yl)indazol-1-yl]acetic acid